(2S,3R)-3-(tert-butyldimethylsilyloxy)-2-(4-ethynylbenzamido)butanoic acid methyl ester COC([C@H]([C@@H](C)O[Si](C)(C)C(C)(C)C)NC(C1=CC=C(C=C1)C#C)=O)=O